FC(C=1C=C(C=C(C1)C(F)(F)F)NC(=O)C1=NC(=CC=C1)C(=O)NC1=CC(=CC=C1)C=1C(=NC=CC1)F)(F)F N2-(3,5-Bis(trifluoromethyl)phenyl)-N6-(3-(2-fluoropyridin-3-yl)phenyl)pyridine-2,6-dicarboxamide